5-(1-(2,2-difluoroethyl)-1H-benzo[d][1,2,3]triazol-6-yl)-N-(1,4-dioxaspiro[4.5]decan-8-yl)-7H-pyrrolo[2,3-d]pyrimidin-2-amine FC(CN1N=NC2=C1C=C(C=C2)C2=CNC=1N=C(N=CC12)NC1CCC2(OCCO2)CC1)F